3-phenyl-1-(4-(trifluoromethyl)phenyl)-1H-pyrazol-5-amine C1(=CC=CC=C1)C1=NN(C(=C1)N)C1=CC=C(C=C1)C(F)(F)F